ClC1=C(C=CC=2C(=C(CCOC21)C2=C(C=C(C=C2)C)F)C2=CC=C(C=C2)O[C@@H]2CN(CC2)CCCF)O 9-Chloro-4-(2-Fluoro-4-methylphenyl)-5-[4-[(3S)-1-(3-fluoropropyl)pyrrolidin-3-yl]oxyphenyl]-2,3-dihydro-1-benzoxepin-8-ol